(3R)-3-((3-(4-amino-8-(azetidin-2-yl)pyrido[3,2-d]pyrimidin-6-yl-2-d)phenyl)ethynyl)-3-hydroxy-1-methylpyrrolidin-2-one NC=1C2=C(N=C(N1)[2H])C(=CC(=N2)C=2C=C(C=CC2)C#C[C@]2(C(N(CC2)C)=O)O)C2NCC2